N-(2-ethynyl-thiazol-4-yl)-4-(3'-(oxetan-3-ylamino)-[1,1'-biphenyl]-4-yl)piperazine-1-carboxamide C(#C)C=1SC=C(N1)NC(=O)N1CCN(CC1)C1=CC=C(C=C1)C1=CC(=CC=C1)NC1COC1